6-[1-(2,2-difluoroethyl)-1H-pyrazolo[3,4-b]pyrazin-6-yl]-2-[6-(difluoromethoxy)pyridin-3-yl]-2,6-diazaspiro[3.4]octane FC(CN1N=CC=2C1=NC(=CN2)N2CC1(CN(C1)C=1C=NC(=CC1)OC(F)F)CC2)F